BrC=1C=C2C=NN(C(C2=CC1)=O)CC=1C=NC(=CC1)OC 6-bromo-2-((6-methoxypyridin-3-yl)methyl)phthalazin-1(2H)-one